2-(3-chloro-4-(2-fluoro-4-hydroxy-3-isopropylbenzyl)-5-methylphenoxy)acetic acid ClC=1C=C(OCC(=O)O)C=C(C1CC1=C(C(=C(C=C1)O)C(C)C)F)C